N[C@](COC1=CC=C(C2=CC=CC=C12)C1=CC(=NC=C1)NC(OC)=O)(CC(C)C)C (S)-methyl (4-(4-((2-amino-2,4-dimethylpentyl)oxy)naphthalen-1-yl)pyridin-2-yl)carbamate